Pentamethylcyclopentadienyl-(1-sec-butyl-3,6,7,8-tetrahydro-as-indacenyl)hafnium CC1=C(C(=C(C1([Hf]C1=C(C2=C3CCCC3=CC=C2C1)C(C)CC)C)C)C)C